(R and S)-5-(3-(difluoromethoxy)-6-(2-(ethoxymethoxy)-6-methyl-4-(trifluoromethyl)phenyl)-2H-pyrazolo[3,4-b]pyridin-2-yl)-1-methylpiperidin-2-one FC(OC=1N(N=C2N=C(C=CC21)C2=C(C=C(C=C2C)C(F)(F)F)OCOCC)[C@@H]2CCC(N(C2)C)=O)F |r|